I.CN Methylamine hydroiodide